S1C=NC2=C1C=C(C=C2)N(C2=C(C(=CC(=C2)F)N)C)C N1-(benzo[d]thiazol-6-yl)-5-fluoro-N1,2-dimethylbenzene-1,3-diamine